selenolthiol C1=C[Se]C(=C1)S